2-Chloro-5-({[(1-hydroxycyclopropyl)carbonyl]amino}methyl)-N-{1-[3-(trifluoromethyl)phenyl]-1H-indazol-4-yl}benzamide ClC1=C(C(=O)NC2=C3C=NN(C3=CC=C2)C2=CC(=CC=C2)C(F)(F)F)C=C(C=C1)CNC(=O)C1(CC1)O